5-(trifluoromethoxy)spiro[indane-2,4'-piperidine] FC(OC=1C=C2CC3(CCNCC3)CC2=CC1)(F)F